4-(((tert-butyldimethylsilyl)oxy)methyl)phenol [Si](C)(C)(C(C)(C)C)OCC1=CC=C(C=C1)O